(-)-ditoluoyl-tartaric acid C=1(C(=CC=CC1)C(=O)C(C(C(=O)O)(O)C(=O)C=1C(=CC=CC1)C)(O)C(=O)O)C